FC=1C=CC(=NC1)C1(CCOC2(C1)CCOCC2)CC=O 2-(4-(5-fluoropyridin-2-yl)-1,9-dioxaspiro[5.5]undecan-4-yl)acetaldehyde